[I-].C[SH2+] methyl-sulfonium iodide salt